tert-Butyl 4-[4-(3-amino-1H-pyrazol-5-yl)-3-methoxy-phenyl]-4-fluoro-piperidine-1-carboxylate NC1=NNC(=C1)C1=C(C=C(C=C1)C1(CCN(CC1)C(=O)OC(C)(C)C)F)OC